{1-[2-(6-chloro-7-fluoro-imidazo[1,2-a]pyridin-3-yl)-pyrimidin-4-yl]-3-phenyl-piperidin-3-yl}-methanol ClC=1C(=CC=2N(C1)C(=CN2)C2=NC=CC(=N2)N2CC(CCC2)(C2=CC=CC=C2)CO)F